O1C=CC2=C1C=CC(=C2)C2=C(N=C(N=N2)N2CC[C@H]1[C@@H]2CN(CC1)C)C (3aS,7aR)-1-(6-(benzofuran-5-yl)-5-methyl-1,2,4-triazin-3-yl)-6-methyloctahydro-1H-pyrrolo[2,3-c]pyridine